3-Chloro-1'-((2-(trimethylsilyl)ethoxy)methyl)-5,7-dihydrospiro[cyclopenta[c]pyridin-6,3'-pyrrolo[2,3-b]pyridin]-2'(1'h)-one ClC1=CC2=C(C=N1)CC1(C(N(C3=NC=CC=C31)COCC[Si](C)(C)C)=O)C2